The molecule is an anionic unsymmetrical C7 cyanine dye having differentially substituted indoleinine groups at each end. It has a role as a fluorochrome. It is a cyanine dye, an indolium ion and an organosulfonate oxoanion. CC1(C2=C(C=CC(=C2)NC(=O)CI)[N+](=C1/C=C/C=C/C=C/C=C/3\\C(C4=C(N3CCS(=O)(=O)[O-])C=CC5=C4C=C(C=C5S(=O)(=O)[O-])S(=O)(=O)[O-])(C)C)C)C